(E)-4-(2-(5-methoxy-1H-indol-3-yl)vinyl)-1-n-hexylquinoline iodonium salt [IH2+].COC=1C=C2C(=CNC2=CC1)/C=C/C1=CCN(C2=CC=CC=C12)CCCCCC